FC1(CCC(CC1)N(C(OC(C)(C)C)=O)C1=NC(=NC(=C1)C1COCCC1O)N1N=C(C=C1)C)F tert-butyl (4,4-difluorocyclohexyl)(6-(4-hydroxytetrahydro-2H-pyran-3-yl)-2-(3-methyl-1H-pyrazol-1-yl)pyrimidin-4-yl)carbamate